(5R)-2-[6-(Ethylamino)-3-pyridyl]-N-[(3S)-9-fluoro-2-oxo-5-phenyl-1,3-dihydro-1,4-benzodiazepin-3-yl]-5-methyl-6,7-dihydro-5H-pyrazolo[5,1-b][1,3]oxazine-3-carboxamide C(C)NC1=CC=C(C=N1)C1=NN2C(O[C@@H](CC2)C)=C1C(=O)N[C@@H]1C(NC2=C(C(=N1)C1=CC=CC=C1)C=CC=C2F)=O